3-[3-(3-diphenylphosphinopropylimino)but-2-ylideneamino]propyldiphenylphosphine nickel [Ni].C1(=CC=CC=C1)P(CCCN=C(C(C)=NCCCP(C1=CC=CC=C1)C1=CC=CC=C1)C)C1=CC=CC=C1